1-Methyl-4-oxo-4,5-dihydroimidazo[1,5-a]quinoxaline-8-carboxylic acid methyl ester COC(=O)C1=CC=C2NC(C=3N(C2=C1)C(=NC3)C)=O